(R)-2-(5-amino-2-(furan-2-yl)-7H-pyrazolo[4,3-e][1,2,4]triazolo[1,5-c]pyrimidin-7-yl)-2-phenyl-N-((4-(trifluoromethyl)pyridin-2-yl)methyl)propionamide NC1=NC2=C(C=3N1N=C(N3)C=3OC=CC3)C=NN2[C@](C(=O)NCC2=NC=CC(=C2)C(F)(F)F)(C)C2=CC=CC=C2